C1NCC12CC(C2)OC2=C(C=CC=C2)C2=CC(=NO2)NC=2N=CC(=NC2)C#N 5-(5-(2-(2-azaspiro[3.3]heptan-6-yloxy)phenyl)isoxazol-3-ylamino)pyrazine-2-carbonitrile